N-((S)-(5-((R)-Cyclopropyl(2-(3,3-difluorocyclobutyl)acetamido)methyl)-1H-benzo[d]imidazol-2-yl)(4,4-difluorocyclohexyl)methyl)-4-methyl-1,2,5-oxadiazole-3-carboxamide C1(CC1)[C@H](C1=CC2=C(NC(=N2)[C@@H](NC(=O)C2=NON=C2C)C2CCC(CC2)(F)F)C=C1)NC(CC1CC(C1)(F)F)=O